benzyl-(3R,5S)-3-[(tert-butoxycarbonyl) amino]-4-hydroxy-4,5-dimethylpiperidine-1-carboxylate C(C1=CC=CC=C1)OC(=O)N1C[C@H](C([C@H](C1)C)(C)O)NC(=O)OC(C)(C)C